N7-butyl-1-({5-[(4-cyclobutanecarbonylpiperazin-1-yl)methyl]-2-methoxy-phenyl}methyl)-1H-pyrazolo-[4,3-d]pyrimidine-5,7-diamine C(CCC)NC=1C2=C(N=C(N1)N)C=NN2CC2=C(C=CC(=C2)CN2CCN(CC2)C(=O)C2CCC2)OC